[Br-].C[N+]1(CCCC1)CCCC 1-methyl-1-butylpyrrolidinium bromide